N[C@H]1CN(CCC1)C=1C(=CC(=NC1)C1=CC(=CC=C1)F)CN1C2=NC=NC(=C2N=C1)N (R)-9-((5-(3-Aminopiperidin-1-yl)-2-(3-fluorophenyl)pyridin-4-yl)methyl)-9H-purin-6-amin